CC1=CC=C(C=C1)S(=O)(=O)OC[C@H]1C[C@H](CCC1)OC=1C=NN(C(C1C(F)(F)F)=O)CC1=CC=C(C=C1)OC [(1R,3S)-3-[1-[(4-methoxyphenyl)methyl]-6-oxo-5-(trifluoromethyl)pyridazin-4-yl]oxycyclohexyl]methyl 4-methylbenzenesulfonate